2-(3,5-dichloro-4-((4-isopropyl-5-oxo-4,5-dihydro-1,3,4-oxadiazol-2-yl)methyl)phenyl)-3,5-dioxo-2,3,4,5-tetrahydro-1,2,4-triazine-6-carbonitrile ClC=1C=C(C=C(C1CC=1OC(N(N1)C(C)C)=O)Cl)N1N=C(C(NC1=O)=O)C#N